N1C=CC2=CC(=CC=C12)NC=1N=CC2=C(N1)N(C(=C2)C(=O)N(C)C)C2CCCC2 2-((1H-indol-5-yl)amino)-7-cyclopentyl-N,N-dimethyl-7H-pyrrolo[2,3-d]pyrimidine-6-carboxamide